S(=O)(=O)(C1=CC=C(C)C=C1)N1CC(C1)(CO)CO (1-Tosylazetidine-3,3-diyl)dimethanol